C[C@H]1[C@H]([C@H]([C@@H]([C@@H](O1)O[C@@H]2[C@H]([C@H]([C@H](O[C@H]2O[C@@H]3[C@H](O[C@H]([C@@H]([C@H]3O)NC(=O)C)OC[C@@H]4[C@@H]([C@@H]([C@H]([C@H](O4)O)NC(=O)C)O)O)CO)CO)O)O[C@@H]5[C@@H]([C@H]([C@H]([C@H](O5)CO)O)O)O)O)O)O The molecule is a branched amino pentasaccharide comprising a linear tetrasaccharide chain of alpha-D-galactose, beta-D-galactose, N-acetyl-beta-D-glucosamine and N-acetyl-alpha-D-galactosamine residues linked sequentially (1->3), (1->4) and (1->6), to the beta-D-galactose residue of which is also linked (1->2) an alpha-L-fucose residue. It is an amino pentasaccharide, a galactosamine oligosaccharide and a glucosamine oligosaccharide.